3-[5-chloro-2-(8-chloro-4-oxo-chromen-2-yl)-4-methyl-phenoxy]propanoic acid ClC=1C(=CC(=C(OCCC(=O)O)C1)C=1OC2=C(C=CC=C2C(C1)=O)Cl)C